F[C@@H]1[C@@H]2[C@H](N[C@H](C1)C2)C(=O)N2CCCCC2 1-((1S,3s,4S,5S)-5-fluoro-2-azabicyclo[2.2.1]heptane-3-carbonyl)piperidine